CC1=C(C=CC=C1)C1=C(C(=NC=2C[C@@H](CCC12)C1=C(N=CS1)C)N1CC2(CN(C2)C(C=C)=O)CC1)C#N (M)-(7R)-4-(2-methylphenyl)-7-(4-methyl-1,3-thiazol-5-yl)-2-(2-(2-propenoyl)-2,6-diazaspiro[3.4]octan-6-yl)-5,6,7,8-tetrahydro-3-quinolinecarbonitrile